FC1(C(N(C(C(O1)(F)F)(F)F)C=C(C(F)(F)F)F)(F)F)F 2,2,3,3,5,5,6,6-octafluoro-4-(2,3,3,3-tetrafluoroprop-1-enyl)morpholine